1-ethyl cyclopentylmethacrylate C1(CCCC1)C=C(C(=O)OCC)C